spiro[3.4]octan-2-yl ((((2R,3S,4R,5R)-5-(4-aminopyrrolo[2,1-f][1,2,4]triazin-7-yl)-5-cyano-3,4-dihydroxytetrahydrofuran-2-yl)methoxy)(4-(tert-butyl)phenoxy)phosphoryl)-L-alaninate NC1=NC=NN2C1=CC=C2[C@]2([C@@H]([C@@H]([C@H](O2)COP(=O)(OC2=CC=C(C=C2)C(C)(C)C)N[C@@H](C)C(=O)OC2CC1(C2)CCCC1)O)O)C#N